C(C)NCCC1=CNC2=C(C=C3C(=C12)CCO3)C N-ethyl-2-(5-methyl-1,6-dihydro-2H-furo[3,2-e]indol-8-yl)ethan-1-amine